tert-butyl 5-(3-(4-(tert-butoxycarbonyl)-2-oxopiperazin-1-yl) phenyl)-4-chloro-3-((6-methylpyridin-3-yl) ethynyl)-1H-pyrrolo[2,3-b]pyridine-1-carboxylate C(C)(C)(C)OC(=O)N1CC(N(CC1)C=1C=C(C=CC1)C=1C(=C2C(=NC1)N(C=C2C#CC=2C=NC(=CC2)C)C(=O)OC(C)(C)C)Cl)=O